O(S(=O)(=O)C(F)(F)F)C1C(N(CC1)C=1C=C2C(=C(NC2=CC1)C1=CC(=NC=C1)C)C(C)C)=O 1-(3-isopropyl-2-(2-methylpyridin-4-yl)-1H-indol-5-yl)-2-oxopyrrolidin-3-yl triflate